FC=1C=C(C(=NC1OCCF)OC)NS(=O)(=O)C1=CNC=2C(N(C=CC21)C)=O N-[5-fluoro-6-(2-fluoroethoxy)-2-methoxy-3-pyridyl]-7-keto-6-methyl-1H-pyrrolo[2,3-c]pyridine-3-sulfonamide